ClC1=CC(=C(C=C1)C1=NC(=CC=2N=C(N(C(C21)=O)C)C)N2C[C@H](CC2)C=2C=NN(C2)C)F (R)-5-(4-chloro-2-fluorophenyl)-2,3-dimethyl-7-(3-(1-methyl-1H-pyrazol-4-yl)pyrrolidin-1-yl)pyrido[4,3-d]pyrimidin-4(3H)-one